(2r,3r)-3-(3-(2-fluorophenyl)isoxazol-5-yl)-2-(2,4-difluorophenyl)-1-(1H-tetrazol-1-yl)butan-2-ol FC1=C(C=CC=C1)C1=NOC(=C1)[C@@H]([C@@](CN1N=NN=C1)(O)C1=C(C=C(C=C1)F)F)C